FC1=C(C=CC(=C1)F)C1=NC(=NC2=NC(=C(N=C12)C)C)N1C[C@@H](OCC1)C(=O)N(C1=NC(=CC=C1)C)C (R)-4-(4-(2,4-difluorophenyl)-6,7-dimethylpteridin-2-yl)-N-methyl-N-(6-methylpyridin-2-yl)morpholine-2-carboxamide